N-(3-methoxybenzyl)-4-methyl-5-(morpholinomethyl)-N-(4-(pyrrolidin-1-yl)benzyl)oxazol-2-amine COC=1C=C(CN(C=2OC(=C(N2)C)CN2CCOCC2)CC2=CC=C(C=C2)N2CCCC2)C=CC1